1-((3R,4S)-3-((1-(cyclopropylmethyl)-6-((5-methylthiazol-2-yl)amino)-1H-pyrrolo[3,2-c]pyridin-4-yl)oxy)-4-fluoropyrrolidin-1-yl)prop-2-en-1-one C1(CC1)CN1C=CC=2C(=NC(=CC21)NC=2SC(=CN2)C)O[C@@H]2CN(C[C@@H]2F)C(C=C)=O